S1C(=NC=C1)C=1C(=NC=CC1)C(=O)O 3-(1,3-thiazol-2-yl)pyridine-2-carboxylic acid